trans-3-(cyclohexylmethyl)-N-((6-(1,3-dimethylpyrazol-4-yl)pyridazin-3-yl)methyl)-3-azabicyclo[3.1.0]hexane-6-amine C1(CCCCC1)CN1CC2C(C2C1)NCC=1N=NC(=CC1)C=1C(=NN(C1)C)C